(R)-3-(3-(6-((6-(3-(2-ethoxyphenoxy)piperidin-1-yl)pyrazin-2-yl)amino)-3-fluoropyridin-2-yl)phenyl)-2,2-dimethylpropanoic acid C(C)OC1=C(O[C@H]2CN(CCC2)C2=CN=CC(=N2)NC2=CC=C(C(=N2)C=2C=C(C=CC2)CC(C(=O)O)(C)C)F)C=CC=C1